ClC1=CC(=C(C=C1)C(C(=O)NCC=1C=C2CN(C(C2=CC1)=O)C1C(NC(CC1)=O)=O)(F)F)C 2-(4-chloro-2-methylphenyl)-N-((2-(2,6-dioxopiperidin-3-yl)-1-oxoisoindolin-5-yl)methyl)-2,2-difluoroacetamide